COC=1C=C(C=CC1OC)CO[C@@H]1[C@H](O[C@@H]([C@H]([C@H]1OCC1=CC(=C(C=C1)OC)OC)OCC1=CC(=C(C=C1)OC)OC)OC1=CC=C(C=C1)OC)CCP(O)=O 2-[(2R,3R,4S,5S,6R)-3,4,5-tris[(3,4-dimethoxyphenyl)methoxy]-6-(4-methoxyphenoxy)tetrahydropyran-2-yl]ethylphosphinic acid